7-(3-(2-hydroxyphenyl)-7,8-dihydro-1,6-naphthyridin-6(5H)-yl)-2,8-dimethyl-4H-pyrimido[1,2-b]pyridazin-4-one OC1=C(C=CC=C1)C=1C=NC=2CCN(CC2C1)C=1C(=CC=2N(N1)C(C=C(N2)C)=O)C